3-imino-3H-benzo[f]chromene-2-thioamide N=C1OC=2C=CC3=C(C2C=C1C(N)=S)C=CC=C3